methyl 2-((1S,4S,5R)-5-((5-cyclopropyl-3-(2-(trifluoromethoxy) phenyl) isoxazol-4-yl) methoxy)-2-azabicyclo[2.2.1]hept-2-yl)-4-fluorobenzo[d]thiazole-6-carboxylate C1(CC1)C1=C(C(=NO1)C1=C(C=CC=C1)OC(F)(F)F)CO[C@H]1[C@@H]2CN([C@H](C1)C2)C=2SC1=C(N2)C(=CC(=C1)C(=O)OC)F